Cl.Cl.CN1N=CC(=C1)C=1C=C(C=2N(C1)N=CC2C#N)C2=CC=C(C=C2)C2CCNCC2 6-(1-methyl-1H-pyrazol-4-yl)-4-(4-(piperidin-4-yl)phenyl)pyrazolo[1,5-a]pyridine-3-carbonitrile dihydrochloride